4-(4-(2-Azaspiro[3.3]hept-5-en-6-yl)phenyl)-7-(4-(trifluoromethyl)phenyl)-2-naphthoic acid C1NCC12C=C(C2)C2=CC=C(C=C2)C2=CC(=CC1=CC(=CC=C21)C2=CC=C(C=C2)C(F)(F)F)C(=O)O